FC=1C=2CCCC2C(=C2CCCC12)NC(=O)NS(=O)(=O)C1=CC(=C(O1)C(=O)O)C 5-[[(8-fluoro-1,2,3,5,6,7-hexahydro-s-indacen-4-yl)carbamoyl]aminosulfonyl]-3-methylfuran-2-carboxylic acid